1-(5-{[2,6-bis(trifluoromethyl)phenyl]methoxy}pyrimidin-2-yl)pyrazole-3-carboxamide FC(C1=C(C(=CC=C1)C(F)(F)F)COC=1C=NC(=NC1)N1N=C(C=C1)C(=O)N)(F)F